C(=O)O.OCC[C-]1C=CC=C1.[CH-]1C=CC=C1.[Fe+2] 2-hydroxyethyl-ferrocene formate